OC1=C(C(=CC(=C1)C)O)C(\C=C\C1=CC=CC=C1)=O (E)-1-(2,6-Dihydroxy-4-methylphenyl)-3-phenylprop-2-en-1-one